N1N=NC(=C1)C1CN(CC1)C1=NN=C(O1)C=1C=NC(=NC1)NC1CC2=CC=C(C=C2C1)Br 5-(5-(3-(1H-1,2,3-triazol-4-yl)pyrrolidin-1-yl)-1,3,4-oxadiazol-2-yl)-N-(5-bromo-2,3-dihydro-1H-inden-2-yl)pyrimidin-2-amine